6-cyclobutoxy-4-((3-(4-(cyclopropanecarbonyl)piperazin-1-yl)benzo[d]isoxazol-5-yl)methyl)phthalazin-1(2H)-one C1(CCC1)OC=1C=C2C(=NNC(C2=CC1)=O)CC=1C=CC2=C(C(=NO2)N2CCN(CC2)C(=O)C2CC2)C1